5-((4-(3,4-difluorophenyl)piperazin-1-yl)methyl)-2-(2,4-dioxotetrahydropyrimidin-1(2H)-yl)isoindoline-1,3-dione FC=1C=C(C=CC1F)N1CCN(CC1)CC=1C=C2C(N(C(C2=CC1)=O)N1C(NC(CC1)=O)=O)=O